((1S,6R,7R)-7-(2-fluorophenyl)-3-(6-(2-methyl-2H-indazol-5-yl)-1,5-naphthyridin-2-yl)-3-azabicyclo[4.1.0]heptan-7-yl)methanamine FC1=C(C=CC=C1)[C@]1([C@@H]2CCN(C[C@H]12)C1=NC2=CC=C(N=C2C=C1)C1=CC2=CN(N=C2C=C1)C)CN